N-[[6-(pyrimidine-4-carbonyl)-6-azaspiro[2.5]octan-2-yl]methyl]furo[2,3-c]pyridine-2-carboxamide N1=CN=C(C=C1)C(=O)N1CCC2(C(C2)CNC(=O)C2=CC=3C(=CN=CC3)O2)CC1